(2,4,6-tri(thiophene-2-yl)-1,3,5-triazine) sodium [Na].S1C(=CC=C1)C1=NC(=NC(=N1)C=1SC=CC1)C=1SC=CC1